4-methoxytetrahydrothiopyranyl ether COC1CC(SCC1)OC1SCCC(C1)OC